1-(4-bromo-3-((1-(methyl-sulfonyl)piperidin-4-yloxy)methyl)-1-phenyl-1H-pyrazol-5-yl)-3-((3S,4R)-4-(3,4-difluorophenyl)-1-(2-methoxyethyl)pyrrolidin-3-yl)urea BrC=1C(=NN(C1NC(=O)N[C@@H]1CN(C[C@H]1C1=CC(=C(C=C1)F)F)CCOC)C1=CC=CC=C1)COC1CCN(CC1)S(=O)(=O)C